C(C)(C)N(SC=1SC2=C(N1)C=CC=C2)C(C)C N,N-diisopropyl-2-benzothiazolyl-sulfenamide